C(C)(C)(C)OOC(CCCCCCCCCCC)=O.C1(C=CCC1)[Si](C)(C)C 2-cyclopenten-1-yl-(trimethyl)silane T-butyl-peroxylaurate